Pregnenetriol C[C@]12CCCCC1CC[C@@H]3[C@@H]2CC[C@]4([C@H]3CCC4=CC(O)(O)O)C